(S)-2-((5-((2-((4-Cyano-2-fluorophenoxy)methyl)pyridin-4-yl)oxy)-3-fluoropyridin-2-yl)methyl)-4-fluoro-1-(oxetan-2-ylmethyl)-1H-benzo[d]imidazole-6-carboxylic acid C(#N)C1=CC(=C(OCC2=NC=CC(=C2)OC=2C=C(C(=NC2)CC2=NC3=C(N2C[C@H]2OCC2)C=C(C=C3F)C(=O)O)F)C=C1)F